tert-butyl 6-[3-fluoro-4-(methoxycarbonyl) phenyl]-2,6-diazaspiro[3.3]heptane-2-carboxylate FC=1C=C(C=CC1C(=O)OC)N1CC2(CN(C2)C(=O)OC(C)(C)C)C1